C(C)N(CC(=O)NC)CC1=NC2=CC(=CC=C2C(N1)=O)C 2-(ethyl((7-methyl-4-oxo-3,4-dihydroquinazolin-2-yl)methyl)amino)-N-methylacetamide